OC1=C2C=C(C(N(C2=CC(=C1)N1CCN(CC1)C(=O)OC(C)(C)C)C)=O)C tert-butyl 4-(5-hydroxy-1,3-dimethyl-2-oxo-7-quinolyl)piperazine-1-carboxylate